O\N=C\C(=O)NCCN1CCN(CCC1)CCNC(/C=N/O)=O (2E)-2-(N-hydroxyimino)-N-[2-(4-{2-[(2E)-2-(N-hydroxyimino)acetamido]ethyl}-1,4-diazepan-1-yl)ethyl]acetamide